BrC=1C=C(C=C(C1OCOC)OCOC)C(C)=O 1-(3-bromo-4,5-bis(methoxymethoxy)phenyl)ethanone